C1(=CC=CC=C1)OC(=O)C=1C=C2CC3(CNC4=CC=CC=C34)CC2=CC1.[N+](=O)([O-])C1=CC=C(C=C1)OC(=O)N1[C@@H](COCC1)C.C1=C(C=CC=2SC3=C(C21)C=CC=C3)[SiH](C3=CC=CC=C3)C3=CC=CC=C3 (dibenzo[b,d]thiophen-2-yl)diphenylsilane (4-nitrophenyl)(R)-3-methylmorpholine-4-carboxylate phenyl-1,3-dihydrospiro[indene-2,3'-indoline]-5-carboxylate